N1=C(C=NC=C1)CC(=O)O[C@H]1[C@H](NC[C@@H]1O)CC1=CC=C(C=C1)OC (2R,3S,4S)-4-hydroxy-2-[(4-methoxyphenyl) methyl]pyrrolidin-3-yl 2-(pyrazin-2-yl)acetate